5-(difluoromethyl)-3-morpholinomethylpicolinic acid methyl ester COC(C1=NC=C(C=C1CN1CCOCC1)C(F)F)=O